6-bromo-N-[5-(2-fluoroethoxy)-4,6-dimethoxy-pyrimidin-2-yl]-1H-indole-3-sulfonamide BrC1=CC=C2C(=CNC2=C1)S(=O)(=O)NC1=NC(=C(C(=N1)OC)OCCF)OC